N(=NCCC(CC)C)CCC(CC)C azobis(3-methylpentane)